Ethyl 4-(3-(4-(((tert-butoxycarbonyl)(2-(4-(morpholine-4-carbonyl)phenyl) cyclopropyl)amino)methyl)piperidin-1-yl)propyl)benzoate C(C)(C)(C)OC(=O)N(C1C(C1)C1=CC=C(C=C1)C(=O)N1CCOCC1)CC1CCN(CC1)CCCC1=CC=C(C(=O)OCC)C=C1